(R)-N-[(1E)-(5-bromo-3-chloro-2-fluorophenyl)methylidene]-2-methylpropane-2-sulfinamide BrC=1C=C(C(=C(C1)\C=N\[S@](=O)C(C)(C)C)F)Cl